ClC=1C(=C(OC=2C=C(C(=NC2)[N+](=O)[O-])N2CCN(CC2)C(=O)OC(C)(C)C)C=CC1)C(=O)OC tert-butyl 4-[5-(3-chloro-2-(methoxycarbonyl)phenoxy)-2-nitropyridin-3-yl]piperazine-1-carboxylate